S(=O)(=O)(ON1[C@@H]2CC[C@H](N(C1=O)C2)C(NC(CN2C=NC=C2)=O)=N)[O-].[Na+] Sodium (2S,5R)-2-(N-(2-(1H-imidazol-1-yl)acetyl)carbamimidoyl)-7-oxo-1,6-diazabicyclo[3.2.1]octan-6-yl Sulfate